FC(N1N=CN=C1)(F)F 2-(trifluoromethyl)-(1,2,4)triazole